ClC1=CC=C(C=C1)N1C(=NN=C1[C@@H]1CC[C@H](CC1)OC1=NC=CC=C1)CN(C)C trans-1-(4-(4-Chlorophenyl)-5-(4-(pyridin-2-yloxy)cyclohexyl)-4H-1,2,4-triazol-3-yl)-N,N-dimethylmethanamin